C1(CCCC1)P(C1=CC=C(C=C1)C)C1CCCC1 dicyclopentyl-(4-methylphenyl)phosphine